(1S,3R)-3-((5-amino-8-bromo-3-ethylpyrido[3,4-b]pyrazin-2-yl)amino)cyclopentan-1-ol NC1=NC=C(C=2C1=NC(=C(N2)N[C@H]2C[C@H](CC2)O)CC)Br